(2S,4S)-1-[2-[4-[(8-chloro-5-isoquinolyl)amino]-1-piperidyl]acetyl]-4-fluoro-pyrrolidine-2-carbonitrile ClC=1C=CC(=C2C=CN=CC12)NC1CCN(CC1)CC(=O)N1[C@@H](C[C@@H](C1)F)C#N